(R)-8-(2-aminopyrimidin-5-yl)-4-((1-(3-(difluoromethyl)-2-fluorophenyl)ethyl)amino)-2-Methyl-6-morpholinopyrido[4,3-d]pyrimidin-7(6H)-one NC1=NC=C(C=N1)C=1C(N(C=C2C1N=C(N=C2N[C@H](C)C2=C(C(=CC=C2)C(F)F)F)C)N2CCOCC2)=O